C(C)(C)(C)OC(=O)N1C[C@@H](O[C@@H](C1)C)CO (2r,6r)-2-(hydroxymethyl)-6-methylmorpholine-4-carboxylic acid tert-butyl ester